C12CNCC(N(N1C(=O)OC(C)(C)C)C(=O)OC(C)(C)C)C2 di-tert-butyl 3,6,7-triazabicyclo[3.2.1]octane-6,7-dicarboxylate